C[C@]12CC3(CC(C[C@@](C1)(C3)C)C2)NCCCCCCC#CC2=C3C(N(C(=NC3=CC=C2)C(F)(F)F)[C@@H]2C(NC(CC2)=O)=O)=O |&1:1,7| (S)-3-(5-(8-(((1SR,3RS,5SR,7r)-3,5-dimethyladamantan-1-yl)amino)oct-1-yn-1-yl)-4-oxo-2-(trifluoromethyl)quinazolin-3(4H)-yl)piperidine-2,6-dione